C(C)(=O)NC1=CC=C(C=C1)S(=O)(=O)O 4-acetamidobenzenesulfonic acid